zirconium(IV) lactate C(C(O)C)(=O)[O-].[Zr+4].C(C(O)C)(=O)[O-].C(C(O)C)(=O)[O-].C(C(O)C)(=O)[O-]